CC1CCC(C2=CC=CC=C12)N(C(C(NC=1C2=C(C=NC1)C=NN2)=O)=O)CC2=NC=C(C=C2)C(F)(F)F N'-(4-methyltetralin-1-yl)-N-(1H-pyrazolo[4,3-c]pyridin-7-yl)-N'-[[5-(trifluoromethyl)-2-pyridyl]methyl]oxamide